CCCCNC(=O)[C@H](CO)NC(=O)/C(=N\\OC)/C1=CSC(=N1)N The molecule is an amino acid amide that is a carboxamide obtained by formal condensation between N-butyl-L-serinamide and (2Z)-2-(2-amino-1,3-thiazol-4-yl)-2-(methoxyimino)acetic acid. It is a member of 1,3-thiazoles, an oxime O-ether, an amino acid amide and a L-serine derivative.